7,7',7''-(4-(4-(4,6-diphenyl-1,3,5-triazin-2-yl)phenyl)-5-phenylpyridine-2,3,6-triyl)tris(7H-benzo[c]carbazole) C1(=CC=CC=C1)C1=NC(=NC(=N1)C1=CC=CC=C1)C1=CC=C(C=C1)C1=C(C(=NC(=C1C1=CC=CC=C1)N1C=2C=CC=CC2C=2C3=C(C=CC12)C=CC=C3)N3C=1C=CC=CC1C=1C2=C(C=CC31)C=CC=C2)N2C=3C=CC=CC3C=3C1=C(C=CC23)C=CC=C1